(R)-2-amino-3-(3-butylbenzamido)propanoic acid N[C@@H](C(=O)O)CNC(C1=CC(=CC=C1)CCCC)=O